ClC=1C(=C(C2=C(N1)NC=C2)C(=O)OC)CC methyl 6-chloro-5-ethyl-1H-pyrrolo[2,3-b]pyridine-4-carboxylate